5,5'-(benzo[c][1,2,5]thiadiazole-4,7-diylbis(acetylene-2,1-diyl))diisophthalaldehyde N=1SN=C2C1C(=CC=C2C#CC=2C=C(C=C(C=O)C2)C=O)C#CC=2C=C(C=C(C=O)C2)C=O